trioctyldodecyl citrate CCCCCCCCCCC(CCCCCCCC)COC(=O)CC(CC(=O)OCC(CCCCCCCC)CCCCCCCCCC)(C(=O)OCC(CCCCCCCC)CCCCCCCCCC)O